C(C)(C)(C)OC(=O)NNS(=O)(=O)C1=CC=C(C=C1)[N+](=O)[O-] 2-((4-nitrophenyl)sulfonyl)hydrazine-1-carboxylic acid tert-butyl ester